3-((5-Chloro-4-((2-(dimethylphosphoryl)phenyl)amino)pyrimidin-2-yl)amino)-N,N-dimethylbenzamide ClC=1C(=NC(=NC1)NC=1C=C(C(=O)N(C)C)C=CC1)NC1=C(C=CC=C1)P(=O)(C)C